CC1OC(CC(C1)C1=CC=CC(=N1)C=1N=C(SC1)NC(CNC(=O)C1=CN(C=C1)S(=O)(=O)C)=O)C N-[2-[[4-[6-[(cis)-2,6-dimethyltetrahydropyran-4-yl]-2-pyridyl]thiazol-2-yl]amino]-2-oxo-ethyl]-1-methylsulfonyl-pyrrole-3-carboxamide